tert-butyl (R)-4-(2,3-dihydro-1H-pyrrolo[2,3-b]pyridin-4-yl)-2-(methoxymethyl)piperazine-1-carboxylate N1CCC=2C1=NC=CC2N2C[C@@H](N(CC2)C(=O)OC(C)(C)C)COC